4-(cis-bicyclo[3.1.0]hexan-3-yloxy)-2,3-difluoroaniline C12CC(CC2C1)OC1=C(C(=C(N)C=C1)F)F